1-(trifluoromethyl)cyclobutanecarbohydrazide FC(C1(CCC1)C(=O)NN)(F)F